(E)-4-(tert-butylamino)-N-(2-cyano-4-(8-(1,6-dimethyl-1H-benzo[d]imidazol-5-yl)indolizine-3-carbonyl)phenyl)but-2-enamide C(C)(C)(C)NC/C=C/C(=O)NC1=C(C=C(C=C1)C(=O)C1=CC=C2C(=CC=CN12)C1=CC2=C(N(C=N2)C)C=C1C)C#N